fluoro-2',3'-dimethoxy-6-methyl-[4,4'-bipyridine]-3-carboxylic acid FC1=NC(=CC(=C1C(=O)O)C1=C(C(=NC=C1)OC)OC)C